C[C@H]1CN(C[C@@H](N1)C)C1=CC=C(C2=C1N=C(O2)OC)C(=O)NC2=CC1=CN(N=C1C(=C2)F)C 4-[(3S,5S)-3,5-dimethylpiperazin-1-yl]-N-(7-fluoro-2-methyl-indazol-5-yl)-2-methoxy-1,3-benzoxazole-7-carboxamide